FC1=C(C=CC(=C1B1OC(C(O1)(C)C)(C)C)OC)CO (2-fluoro-4-methoxy-3-(4,4,5,5-tetramethyl-1,3,2-dioxaborolan-2-yl)phenyl)methanol